C(C)NC(=O)C1=CC=2C(N(C=C(C2N1)C1=CC(=CC2=C1OC(C(N2C)=O)(C)C)S(=O)(=O)C)C)=O N-ethyl-5-methyl-4-oxo-7-(2,2,4-trimethyl-6-(methylsulfonyl)-3-oxo-3,4-dihydro-2H-benzo[b][1,4]oxazin-8-yl)-4,5-dihydro-1H-pyrrolo[3,2-c]pyridine-2-amide